(R)-1-(3-nitro-5-(trifluoromethyl)phenyl)ethanamine [N+](=O)([O-])C=1C=C(C=C(C1)C(F)(F)F)[C@@H](C)N